[Mg+2].S(=O)(=O)([O-])[O-].[Al+3] aluminum sulfate, magnesium salt